Cl.N[C@H]1[C@@H](CCC1)NC(=O)C1=CN(CCS1)C1=C2C(=NC=C1)NC=C2C N-((1R,2R)-2-aminocyclopentyl)-4-(3-methyl-1H-pyrrolo[2,3-b]pyridin-4-yl)-3,4-dihydro-2H-1,4-thiazine-6-carboxamide hydrochloride